FC1=C(C=CC(=C1)F)C(CN1N=CN=C1)=O 1-(2,4-difluorophenyl)-2-(1H-1,2,4-triazolyl)ethanone